(trans)-3-(2,6-dimethylphenyl)-N-(3-hydroxy-2-methyl-4-carbonylpyridin-1(4H)-yl)acrylamide CC1=C(C(=CC=C1)C)/C=C/C(=O)NN1C(=C(C(C=C1)=C=O)O)C